tert-butyl 6-acetamido-7-(difluoromethyl)-3,4-dihydroquinoline-1(2H)-carboxylate C(C)(=O)NC=1C=C2CCCN(C2=CC1C(F)F)C(=O)OC(C)(C)C